1-[4-(6-chloro-8-[(5-chloro-6-fluoro-1H-indazol-4-yl)oxy]-2-{[(2S,4S)-4-methoxy-1-methylpyrrolidin-2-yl]methoxy}pyrido[3,4-d]pyrimidin-4-yl)piperazin-1-yl]prop-2-en-1-one ClC1=CC2=C(N=C(N=C2N2CCN(CC2)C(C=C)=O)OC[C@H]2N(C[C@H](C2)OC)C)C(=N1)OC1=C2C=NNC2=CC(=C1Cl)F